carbon dioxide zinc [Zn].C(=O)=O